(E)-3-(2-morpholinyl-6-(trifluoromethyl)pyridin-3-yl)-N-(2-oxo-2,3-dihydro-1H-benzo[d]imidazol-4-yl)acrylamide N1(CCOCC1)C1=NC(=CC=C1/C=C/C(=O)NC1=CC=CC=2NC(NC21)=O)C(F)(F)F